2-(5-bromo-2-hydroxy-3-(3-methylbenzoyl-oxy)benzylideneamino)-3-(4-hydroxy-phenyl)propanoic acid BrC=1C=C(C(=C(C=NC(C(=O)O)CC2=CC=C(C=C2)O)C1)O)OC(C1=CC(=CC=C1)C)=O